4-{3-Methoxy-4-[(quinolin-8-yl)methoxy]phenyl}-2H,4H,5H,6H,7H-pyrazolo[3,4-b]pyridin-6-one COC=1C=C(C=CC1OCC=1C=CC=C2C=CC=NC12)C1C=2C(NC(C1)=O)=NNC2